7-hydroxy-4H-1,4-benzoxazin-3-one OC1=CC2=C(NC(CO2)=O)C=C1